8-Amino-3-(5-(N-((3S,6R)-6-(cyanomethyl)tetrahydro-2H-pyran-3-yl)sulfamoyl)-2-methylphenyl)-N-methylimidazo[1,2-a]pyrazine-6-carboxamide Trifluoroacetate Salt FC(C(=O)O)(F)F.NC=1C=2N(C=C(N1)C(=O)NC)C(=CN2)C2=C(C=CC(=C2)S(N[C@@H]2CO[C@H](CC2)CC#N)(=O)=O)C